methyl-3-(((tert-butyldimethylsilyl)oxy)methyl)tetrahydro-1H-pyrrolizine CC1CC(N2CCC=C12)CO[Si](C)(C)C(C)(C)C